[N+](=[N-])=C(C(=O)OCC)C(C(F)(F)F)=O ethyl 2-diazo-4,4,4-trifluoro-3-oxobutanoate